ClC=1C=C(C=C(C1)S(=O)(=O)C)NC(=O)C=1C=NN(C1)C1=NC=CC=C1C N-(3-chloro-5-(methylsulfonyl)phenyl)-1-(3-methylpyridin-2-yl)-1H-pyrazole-4-carboxamide